C(C)(C)NC1=CC(=NC=C1C=1SC(=NN1)C(=O)N1CCOCC1)C1=CC=C2N1N=CC(=C2)C#N 7-(4-(isopropylamino)-5-(5-(morpholine-4-carbonyl)-1,3,4-thiadiazol-2-yl)pyridin-2-yl)pyrrolo[1,2-b]pyridazine-3-carbonitrile